isodecyloxypropyl-bis-(2-hydroxyethyl)methyl-ammonium chloride [Cl-].C(CCCCCCC(C)C)OCCC[N+](C)(CCO)CCO